(+/-)-(2-(Aminomethyl)piperidin-1-yl)(2-(1-ethyl-1H-indol-2-yl)-1-methyl-1H-benzo[d]imidazol-5-yl)methanone NC[C@@H]1N(CCCC1)C(=O)C1=CC2=C(N(C(=N2)C=2N(C3=CC=CC=C3C2)CC)C)C=C1 |r|